6-chloro-3-(3-(4-methoxyphenyl)acryloyl)-4-methylquinolin-2(1H)-one ClC=1C=C2C(=C(C(NC2=CC1)=O)C(C=CC1=CC=C(C=C1)OC)=O)C